(2R)-2-fluoro-acetic acid FCC(=O)O